(R)-4-(2-chloro-6-(3-methylmorpholino)pyridin-4-yl)tetrahydro-2H-pyran-4-carbonitrile ClC1=NC(=CC(=C1)C1(CCOCC1)C#N)N1[C@@H](COCC1)C